2-((1-(6-Methyl-2-(3-methyl-4-oxo-3,4-dihydro-quinazolin-7-yl)-4-oxo-4H-chromen-8-yl)ethyl)amino)benzoic acid CC=1C=C2C(C=C(OC2=C(C1)C(C)NC1=C(C(=O)O)C=CC=C1)C1=CC=C2C(N(C=NC2=C1)C)=O)=O